Cl.OC[C@H]1CNCC(N1)=O (6R)-6-(hydroxymethyl)piperazin-2-one hydrochloride